3-(3-Fluorophenyl)-1-methylquinoxalin-2(1H)-one FC=1C=C(C=CC1)C=1C(N(C2=CC=CC=C2N1)C)=O